CON[C@@H](C(C)C)C(=O)O methoxyvaline